NC=1CC(=CC2=C(N1)C=C(C=C2)C(=O)NC=2C=NC=1CCNCC1C2)C(=O)N(CCC)CCO 2-amino-N4-(2-hydroxyethyl)-N4-n-propyl-N8-(5,6,7,8-tetrahydro-1,6-naphthyridin-3-yl)-3H-benzo[b]azepine-4,8-dicarboxamide